(6''-bromo-8''-methyl-1'',5''-dioxo-1'',5''-dihydro-2''H-dispiro[cyclopropan-1,1'-cyclohexane-4',3''-imidazo[1,5-a]pyridin]-2-yl)carbamic acid tert-butyl ester C(C)(C)(C)OC(NC1CC12CCC1(NC(C=3N1C(C(=CC3C)Br)=O)=O)CC2)=O